C(C)(C)(C)OC(N([C@H]1COC2(C1)CCN(CC2)S(=O)(=O)C2=CN(C1=C(C=CC=C1C2=O)F)CC)C[C@@H](COC2=CC(=CC=C2)S(=O)(=O)C2CC2)O)=O ((S)-3-(3-(cyclopropylsulfonyl)phenoxy)-2-hydroxypropyl)((R)-8-((1-ethyl-8-fluoro-4-oxo-1,4-dihydroquinolin-3-yl)sulfonyl)-1-oxa-8-azaspiro[4.5]Dec-3-yl)carbamic acid tert-butyl ester